4-(4-(tertiary butyl)phenyl)-2-isobutyl-benzotriazole C(C)(C)(C)C1=CC=C(C=C1)C1=CC=CC2=NN(N=C21)CC(C)C